NC=1C2=C(N=CN1)N(C(=C2C2=CC=C(C=C2)OC2=NC=C(C=N2)OC)C2=CC=C(C=C2)NC(C(=C)C)=O)C N-(4-(4-amino-5-(4-((5-methoxypyrimidin-2-yl)oxy)phenyl)-7-methyl-7H-pyrrolo[2,3-d]pyrimidin-6-yl)phenyl)methacrylamide